tert-butyl (4-(2-((6-(6-oxo-1,6-dihydropyridazin-4-yl)-1-(tetrahydro-2H-pyran-2-yl)-1H-indazol-4-yl)oxy)ethoxy)butyl)carbamate O=C1C=C(C=NN1)C1=CC(=C2C=NN(C2=C1)C1OCCCC1)OCCOCCCCNC(OC(C)(C)C)=O